CC1=C(C(=CC(=C1)C)C(C1=CC=CC=C1)C)O 2,4-dimethyl-6-(α-methylbenzyl)phenol